4-(4-bromo-3-methoxyphenyl)-1H-pyrazole-1-carboxylic acid tert-butyl ester C(C)(C)(C)OC(=O)N1N=CC(=C1)C1=CC(=C(C=C1)Br)OC